5-azaspiro[2.3]hexane hemioxalate C(C(=O)O)(=O)O.C1CC12CNC2.C2CC21CNC1